OC(C#CC1=NC=CC(=C1)N1CCC(CC1)OC1CCC1)(C)C 3-((1-(2-(3-hydroxy-3-methylbut-1-yn-1-yl)pyridin-4-yl)piperidin-4-yl)oxy)cyclobutan